C(CCCCCCCCC)NC(CO)CO 2-(N-decyl)amino-1,3-propanediol